CC1(CC1)OC1=C(C(=NC=N1)NCCC1=NC=CC=C1)N 6-(1-methylcyclopropoxy)-N4-(2-(pyridin-2-yl)ethyl)pyrimidine-4,5-diamine